spiro[5,7-dihydrocyclopenta[c]pyridine-6,4'-piperidine]-1'-carboxylic acid tert-butyl ester C(C)(C)(C)OC(=O)N1CCC2(CC1)CC1=C(C=NC=C1)C2